FC(CNC=1N=CC2=C(N1)NC=C2C2=CC=1C=NC=CC1S2)(C)C N-(2-fluoro-2-methylpropyl)-5-(thieno[3,2-c]pyridin-2-yl)-7H-pyrrolo[2,3-d]pyrimidin-2-amine